C(C1=CC=CC=C1)SC1=CC(=CC=C1)OCCOC benzyl-(3-(2-methoxyethoxy)phenyl)sulfane